C12CC(CC(CC1)O2)N2C1=NC(=NC=C1N(C2=O)C)NC=2C(=C(C(=O)N)C=C(C2)C)F ((9-(8-oxabicyclo[3.2.1]octan-3-yl)-7-methyl-8-oxo-8,9-dihydro-7H-purin-2-yl)amino)-2-fluoro-5-methylbenzamide